1-(naphthalen-1-ylmethyl)piperidin C1(=CC=CC2=CC=CC=C12)CN1CCCCC1